2-(4-carboxy-2-((phenylmethyl)sulfonamido)phenoxy)-N,N-dimethylethan-1-aminium chloride [Cl-].C(=O)(O)C1=CC(=C(OCC[NH+](C)C)C=C1)NS(=O)(=O)CC1=CC=CC=C1